CAFFEINEON CN1C=NC2=C1C(=O)N(C(=O)N2C)C=O